F[C@@H](C(=O)OCC)ON1[C@@H]2C=C([C@H](N(C1=O)C2)C(NCNS(N)(=O)=O)=O)C ethyl (2S)-2-fluoro-2-[[(2S,5R)-3-methyl-7-oxo-2-[(sulfamoylamino)methylcarbamoyl]-1,6-diazabicyclo[3.2.1]oct-3-en-6-yl]oxy]acetate